C1(=CC=CC=C1)C1=C(C(=C(C=C1)S)C1=CC=CC=C1)C1=CC=CC=C1 triphenylthiophenol